2-((benzyloxy)methyl)-5-iodo-3,4-dihydro-2H-pyran C(C1=CC=CC=C1)OCC1OC=C(CC1)I